NC(CCC=C)(N)N Triaminopentanen